ClC=1C(=NC=C(N1)N1C[C@H](N(CC1)C(=O)C1CC1)CC(C)C)C#N (R)-3-chloro-5-(4-(cyclopropanecarbonyl)-3-isobutylpiperazin-1-yl)pyrazine-2-carbonitrile